3-(3-(4,6-bis(2,4-dimethylphenyl)-1,3,5-triazin-2-yl)-5-(tert-butyl)-4-hydroxyphenyl)-N-(4-((2,4,6-trioxotetrahydropyrimidine-5(2H)-ylidene)methyl)phenyl)propanamide CC1=C(C=CC(=C1)C)C1=NC(=NC(=N1)C1=C(C=C(C=C1)C)C)C=1C=C(C=C(C1O)C(C)(C)C)CCC(=O)NC1=CC=C(C=C1)C=C1C(NC(NC1=O)=O)=O